11-bromoundecan-1-ol acetate C(C)(=O)OCCCCCCCCCCCBr